ClC1=C(C(=O)O)C=CC(=C1)B1OC(C(O1)(C)C)(C)C 2-chloro-4-(4,4,5,5-tetramethyl-1,3,2-dioxaborolan-2-yl)benzoic acid